C(C)OC(=O)C1=C(N(C=C1)S(=O)(=O)C=1C=NC=CC1)C1=C(C=CC=C1)F (2-fluorophenyl)-1-(pyridine-3-sulfonyl)-1H-pyrrole-3-carboxylic acid ethyl ester